CN(C(=O)C=1OC2=C(N=C(N=C2N2CCOCC2)N/N=C/C=2C=C(C=CC2)C)N1)C N,N-dimethyl-7-morpholino-5-[(2E)-2-(m-tolylmethylene)hydrazino]oxazolo[4,5-d]pyrimidine-2-carboxamide